1,2,3,3,3-penta-fluoropropene FC=C(C(F)(F)F)F